2-amino-6-(2-fluoroethoxy)-4-(6-(6-((6-methoxypyridin-3-yl)methyl)-3,6-diazabicyclo[3.1.1]Heptane-3-yl)pyridin-3-yl)pyrazolo[1,5-a]Pyridine-3-carbonitrile NC1=NN2C(C(=CC(=C2)OCCF)C=2C=NC(=CC2)N2CC3N(C(C2)C3)CC=3C=NC(=CC3)OC)=C1C#N